BrC1=CC2=NC=CC(=C2S1)OCC1=CC=C(C=C1)OC 2-bromo-7-((4-methoxybenzyl)oxy)thieno[3,2-b]pyridine